ClC1=CC=C2C(=N1)N=C(O2)N2CCN(CC2)C(=O)C=2C=NC(=C(C2)F)N2CC(C2)OC(C(F)(F)F)C [4-(5-chlorooxazolo[4,5-b]pyridin-2-yl)piperazin-1-yl]-[5-fluoro-6-[3-(2,2,2-trifluoro-1-methyl-ethoxy)azetidin-1-yl]-3-pyridyl]methanone